N-((1R,4s)-4-(2-(((S)-2-(6-Cyanopyridin-2-yl)-2-hydroxyethyl)amino)-2-methylpropyl)cyclohexyl)methanesulfonamide C(#N)C1=CC=CC(=N1)[C@H](CNC(CC1CCC(CC1)NS(=O)(=O)C)(C)C)O